8-(2-(azetidin-3-yl)ethyl)-2-((3-(4-(3-(methylthio)propanoyl)piperazin-1-yl)phenyl)amino)pyrido[2,3-d]pyrimidin-7(8H)-one TFA salt OC(=O)C(F)(F)F.N1CC(C1)CCN1C(C=CC2=C1N=C(N=C2)NC2=CC(=CC=C2)N2CCN(CC2)C(CCSC)=O)=O